[Ca].O=C1C(O)=C(O)[C@H](O1)[C@@H](O)CO L-ascorbic acid calcium